C(C)(C)(C)N1N=NC(=C1)[C@]([2H])(C=1C=NC(=CC1)F)NC=1C=C2C(=C(C=NC2=C(C1)Cl)C#N)N[C@H](CC)C1=CC=CC=C1 6-(((S)-(1-(tert-butyl)-1H-1,2,3-triazol-4-yl)(6-fluoropyridin-3-yl)methyl-d)amino)-8-chloro-4-(((R)-1-phenylpropyl)amino)quinoline-3-carbonitrile